O1CCC(CC1)CC(=O)OC1=C2N(N=CC1=O)[C@H]([C@@H]1N(C2=O)CCC1)[C@H](C1=CC=CC=C1)C1=C(C(=CC=C1)F)F (9aR,10S)-10-((R)-(2,3-difluorophenyl)(phenyl)methyl)-3,5-dioxo-3,5,8,9,9a,10-hexahydro-7H-pyrrolo[1',2':4,5]pyrazino[1,2-b]pyridazin-4-yl 2-(tetrahydro-2H-pyran-4-yl)acetate